ClC=1C=CC2=C(N(CC(O2)C(=O)NC23CC(C2)(C3)NC(COC3=CC(=C(C=C3)Cl)F)=O)C(CCCC(F)(F)F)=O)C1 6-chloro-N-{3-[2-(4-chloro-3-fluorophenoxy)acetamido]bicyclo[1.1.1]pent-1-yl}-4-(5,5,5-trifluoropentanoyl)-3,4-dihydro-2H-1,4-benzoxazine-2-carboxamide